4-amino-2-butoxy-7-(4-(pyrrolidin-1-ylmethyl)benzyl)-5H-pyrrolo[3,2-d]pyrimidin-6-carboxamide NC=1C2=C(N=C(N1)OCCCC)C(=C(N2)C(=O)N)CC2=CC=C(C=C2)CN2CCCC2